C(C)(C)C=1C=2N(C=CC1)N=C(C2)[C@@H]2N(CCC1=C2N=CN1)C1=NC=C(C=N1)C(F)(F)F (R)-4-(4-isopropylpyrazolo[1,5-a]pyridin-2-yl)-5-(5-(trifluoromethyl)pyrimidin-2-yl)-4,5,6,7-tetrahydro-1H-imidazo[4,5-c]pyridine